COC1=CC=C(C=C1)C=CC(=O)C=1C(NC2=CC=CN=C2C1C)=O 3-(3-(4-methoxyphenyl)acryloyl)-4-methyl-1,5-naphthyridin-2(1H)-one